C(#N)C=1C(OC2=CC(=CC=C2C1C)C)=O 3-Cyano-4,7-dimethylcoumarin